C(C1=CC=CC=C1)(C1=CC=CC=C1)(C1=CC=CC=C1)N1N=CN=C1C=O 1-trityl-1H-1,2,4-triazole-5-carbaldehyde